CC1=NOC(=C1C1=CC2=C(N(C(=N2)[C@H]2N(C(OCC2)=O)C2=CC=C(C=C2)F)[C@@H]2CC[C@H](CC2)OC)C=C1)C (S)-4-(5-(3,5-dimethylisoxazol-4-yl)-1-((trans)-4-methoxycyclohexyl)-1H-benzo[d]imidazol-2-yl)-3-(4-fluorophenyl)-1,3-oxazinane-2-one